2-phospho-L-ascorbic acid sodium salt [Na+].P(=O)(O)(O)OC=1C(=O)O[C@@H](C1[O-])[C@@H](O)CO